9-(6-isopropyl-4-(1H-pyrazol-1-yl)pyridin-2-yl)-9H-carbazol-2-ol C(C)(C)C1=CC(=CC(=N1)N1C2=CC=CC=C2C=2C=CC(=CC12)O)N1N=CC=C1